2-(6-methoxy-[1,1'-biphenyl]-3-yl)-4,4,5,5-tetramethyl-1,3,2-dioxaborolane COC1=CC=C(C=C1C1=CC=CC=C1)B1OC(C(O1)(C)C)(C)C